C(=O)C=1N=C(SC1)NC(OC(C)(C)C)=O tert-butyl (4-formylthiazol-2-yl)carbamate